3-(1H-benzo[d]imidazol-2-yl)-4-methylaniline N1C(=NC2=C1C=CC=C2)C=2C=C(N)C=CC2C